FC1=CC=C(C=C1)N1N=C2C(=N1)C=CC(=C2)NC(=O)C2CCOCC2 N-[2-(4-fluorophenyl)benzotriazol-5-yl]tetrahydropyran-4-carboxamide